benzooxazin O1NC=CC2=C1C=CC=C2